C(C)(C)C=1C(=NNC1C=1C=C(C=2N(C1)N=CN2)C)C=2SC(=CN2)C2CCN(CC2)CC(C)(O)C 1-(4-(2-(4-isopropyl-5-(8-methyl-[1,2,4]triazolo[1,5-a]pyridin-6-yl)-1H-pyrazol-3-yl)thiazol-5-yl)piperidin-1-yl)-2-methylpropan-2-ol